[Ir](O)(O)O.C(CCCCC)=N hexaanimine iridium (III) hydroxide